FC(C(=O)O)(F)F.ClC=1C=CC2=C(N=C(O2)N2CC3(CC2)CCC(C3)N)C1 2-(5-Chloro-1,3-benzoxazol-2-yl)-2-azaspiro[4.4]nonan-8-amine 2,2,2-trifluoroacetic acid salt